BrC(CCCCCCCCCCCCCCC)(O)O bromohexadecanediol